CC1=C(C(NC(=C1)C)=O)CNC(=O)C=1C=C(C=C(C1C)N(C1CCOCC1)CC)C1=CC=C(C=C1)CN1CCN(CCC1)C N-((4,6-dimethyl-2-oxo-1,2-dihydropyridin-3-yl)methyl)-5-(ethyl-(tetrahydro-2H-pyran-4-yl)amino)-4-methyl-4'-((4-methyl-1,4-diazepan-1-yl)methyl)-[1,1'-biphenyl]-3-carboxamide